C(C)(C)(C)OOC(CCCCCC(C)(C)C)=O tertbutylperoxyneodecanoate